6-cyclopropyl-4-((2S,5R)-2,5-dimethylpiperazin-1-yl)-7-(2-fluoro-5-methylphenyl)-1-(2-isopropyl-4-methylpyridin-3-yl)pyrido[2,3-d]pyrimidin-2(1H)-one C1(CC1)C1=CC2=C(N(C(N=C2N2[C@H](CN[C@@H](C2)C)C)=O)C=2C(=NC=CC2C)C(C)C)N=C1C1=C(C=CC(=C1)C)F